ethyl 5-iodo-1,3-thiazole-2-carboxylate IC1=CN=C(S1)C(=O)OCC